(3-glycidoxypropyl)methyldimethoxysilane tert-butyl-4-fluoro-4-[5-fluoro-3-(1-methylpyrazol-4-yl)-2-pyridyl]piperidine-1-carboxylate C(C)(C)(C)OC(=O)N1CCC(CC1)(C1=NC=C(C=C1C=1C=NN(C1)C)F)F.C(C1CO1)OCCC[Si](OC)(OC)C